tert-butyl (2-chloro-4-(N-(2,4-dimethoxybenzyl)-N-(thiazol-2-yl)sulfamoyl)-5-fluorophenyl)(4-oxobutyl)carbamate ClC1=C(C=C(C(=C1)S(N(C=1SC=CN1)CC1=C(C=C(C=C1)OC)OC)(=O)=O)F)N(C(OC(C)(C)C)=O)CCCC=O